3-Methyl-7-((1r,4r)-4-(3-(trifluoromethyl)pyridin-2-yl)cyclohexyl)-5-((3-(trifluoromethyl)pyridin-2-yl)methyl)pyrido[2,3-b]pyrazin-6(5H)-one CC1=CN=C2C(=N1)N(C(C(=C2)C2CCC(CC2)C2=NC=CC=C2C(F)(F)F)=O)CC2=NC=CC=C2C(F)(F)F